6-(4-(tetrahydro-2H-pyran-4-yl)butoxy)hexanoic acid O1CCC(CC1)CCCCOCCCCCC(=O)O